triaminoamine NN(N)N